C(C)(C)(C)N1CC=C(C=C1)NC(=O)C1(CC1)C1=CC(=CC=C1)Cl N-tert.-Butyl-4-[[1-(3-chlorophenyl)cyclopropancarbonyl]amino]pyridin